3,4-Dihydro-7-Hydroxy-1-[(3-Hydroxy-4-methoxyphenyl)methyl]-6-Methoxy-2-(methyl-14C)-isoquinolinium OC1=C(C=C2CC[N+](=C(C2=C1)CC1=CC(=C(C=C1)OC)O)[14CH3])OC